[Bi+3].CO[N-]C(=O)C1NC2=CC=CC=C2CC1.CO[N-]C(=O)C1NC2=CC=CC=C2CC1.CO[N-]C(=O)C1NC2=CC=CC=C2CC1 methoxytetrahydroquinolinecarbonylamide bismuth